N-Glycyl-γ-Aminobutyric Acid NCC(=O)NCCCC(=O)O